CC(C)CCC[C@@](C)(C1=C(C=C(C=C1)C(=O)O)O)OC The molecule is a sesquiterpenoid that is the 7-O-methyl derivative of (+)-(7S)-sydonic acid. An Aspergillus metabolite isolated from the sea fan derived fungus Aspergillus sydowii. It has a role as an Aspergillus metabolite. It is a monohydroxybenzoic acid, a sesquiterpenoid and an ether. It derives from a (+)-(7S)-sydonic acid.